(E)-β-ocimen C=C\C(\C)=C\CC=C(C)C